COC1=NC=CC=C1 2-Methoxypyridine